FC(C1=CC(=NO1)C(=O)N[C@H]1COC2=C(N(C1=O)C)C=CC=C2)(C2=CC=CC=C2)F 5-(difluorophenylmethyl)-N-[(3S)-2,3,4,5-tetrahydro-5-methyl-4-oxo-1,5-benzoxazepin-3-yl]-3-isoxazolecarboxamide